C(C)(=O)N1\C(\C(C2=CC=CC=C12)=O)=C/C=1SC2=C(N1)C=C(C=C2)CN(C(OC(C)(C)C)=O)C2CCOCC2 tert-butyl (Z)-((2-((1-acetyl-3-oxoindolin-2-ylidene)methyl)benzo[d]thiazol-5-yl)methyl)(tetrahydro-2H-pyran-4-yl)carbamate